ClC=1N=CC2=C(NC3=CC=CC(=C23)F)N1 C2-chloro-5-fluoro-9H-pyrimido[4,5-b]indole